2-ethoxy-2-(3-methoxyphenyl)acetic acid C(C)OC(C(=O)O)C1=CC(=CC=C1)OC